Aminoethylacetamid NCCCC(=O)N